5-chloro-N-(trans-4-(((6-chloro-3,4-dihydro-2H-benzo[b][1,4]oxazin-2-yl)methyl)carbamoyl)cyclohexyl)benzofuran-2-carboxamide ClC=1C=CC2=C(C=C(O2)C(=O)N[C@@H]2CC[C@H](CC2)C(NCC2CNC3=C(O2)C=CC(=C3)Cl)=O)C1